COC(N[C@H](C(=O)NC=1C(N(C=CC1)CC=1NC2=NC=NC(=C2N1)CCC(C)(C)C)=O)CC\C=C\C(=O)N(C)C)=O Methyl-(S,E)-(7-(dimethylamino)-1-((1-((6-(3,3-dimethylbutyl)-9H-purin-8-yl)methyl)-2-oxo-1,2-dihydropyridin-3-yl)amino)-1,7-dioxohept-5-en-2-yl)carbamat